triphenylsilylium methyltris(pentafluorophenyl)-borate C[B-](C1=C(C(=C(C(=C1F)F)F)F)F)(C1=C(C(=C(C(=C1F)F)F)F)F)C1=C(C(=C(C(=C1F)F)F)F)F.C1(=CC=CC=C1)[Si+](C1=CC=CC=C1)C1=CC=CC=C1